Triphosphen oxid P(=PP)=O